4-(5-(4-fluoro-2,6-dimethylphenoxy)-2-oxo-1-(2,2,2-trifluoroethyl)-1,2-dihydropyridin-4-yl)-6-methyl-1,6-dihydro-7H-pyrrolo[2,3-c]pyridin-7-one FC1=CC(=C(OC=2C(=CC(N(C2)CC(F)(F)F)=O)C=2C3=C(C(N(C2)C)=O)NC=C3)C(=C1)C)C